BrC=1C=C2C(=NN(C(C2=CC1)=O)CC(=O)NC1=NC=C(C=N1)F)OCCF 2-[6-bromo-4-(2-fluoroethoxy)-1-oxophthalazin-2-yl]-N-(5-fluoropyrimidin-2-yl)acetamide